1,4-diphenyl-ethynylbenzene C1(=CC=CC=C1)C#CC1=CC=C(C=C1)C1=CC=CC=C1